C(C)C1=C(C2C(C(C1CC2)C(=O)O)C(=O)O)CC diethyl-bicyclo[2.2.2]oct-5-ene-2,3-dicarboxylic acid